N[C@@H](C)C1=NC(=NN1C=1SC(=CN1)C#N)N1CCOCC1 2-[5-[(1S)-1-aminoethyl]-3-morpholino-1,2,4-triazol-1-yl]thiazole-5-carbonitrile